C(#N)C1([C@H]2[C@H]3C(N(C([C@H]3[C@@H](C1)CC2)=O)CC2=CC=C(C=C2)OC)=O)NC([C@H](CC2CC2)NC([O-])=O)=O N-[(1S)-2-[[(1R,2S,6R,7R)-8-cyano-4-[(4-methoxyphenyl)methyl]-3,5-dioxo-4-azatricyclo[5.2.2.02,6]undecan-8-yl]amino]-1-(cyclopropylmethyl)-2-oxo-ethyl]carbamate